5-Bromo-2-((4-methylbenzyl)carbamoyl)benzyl (E)-N'-(3-chloro-4-fluorophenyl)carbamimidothioate hydrobromide Br.ClC=1C=C(C=CC1F)\N=C(/N)\SCC1=C(C=CC(=C1)Br)C(NCC1=CC=C(C=C1)C)=O